C(CCC)C=1N(C(C(=C(N1)O)CC1=CC=C(C=C1)NC(C)=O)=O)C1=C(C=CC=C1OC)OC N-(4-{[2-butyl-1-(2,6-dimethoxyphenyl)-4-hydroxy-6-oxo-1,6-dihydropyrimidin-5-yl]methyl}phenyl)acetamide